ClC=1C=C2C(=CNC2=CC1)NC1=NC2=C(N1C1CC1)C=CC(=C2)C(F)(F)F N-(5-chloro-1H-indol-3-yl)-1-cyclopropyl-5-(trifluoromethyl)-1H-benzo[d]imidazole-2-amine